C(C)(=O)N[C@@H](CCCNC(N)=N)C(=O)O Acetylarginin